6,6-dimethyl-3-azabicyclo[3.1.0]hexane-2,4-dione CC1(C2C(NC(C12)=O)=O)C